[Cl-].C(N)(=O)C1=CC(=NC=N1)N1N=C(N=C1[C@H](C)[NH3+])C1CC1 [(1S)-1-[2-(6-carbamoylpyrimidin-4-yl)-5-cyclopropyl-1,2,4-triazol-3-yl]ethyl]ammonium chloride